8-isopropyl-2-methylimidazo[1,2-b]Pyridazine-7-carboxamide C(C)(C)C=1C=2N(N=CC1C(=O)N)C=C(N2)C